C1N(CCC2=CC=CC=C12)[C@H]1[C@@H](CN(CC1)C(=O)C1=CC(=NC=N1)NC1CCN(CC1)C(COC)=O)O 1-(4-((6-(trans-4-(3,4-dihydroisoquinolin-2(1H)-yl)-3-hydroxy-piperidine-1-carbonyl)pyrimidin-4-yl)amino)piperidin-1-yl)-2-methoxyethan-1-one